1,4-dicyano-2,3-dimethyl-Dicyano-2-butene C(#N)C(C(=C(C(C#N)C#N)C)C)C#N